NC1=C(C(N(C2=CC(=CC=C12)C(F)(F)F)C1=C2C=CC=NC2=CC=C1)=O)C(=O)OC methyl 4-amino-2-oxo-1-(quinolin-5-yl)-7-(trifluoromethyl)-1,2-dihydroquinoline-3-carboxylate